C(C(C)C)C1=CC=C(C=C1)C(C(=O)O)CC 2-(4-isobutylphenyl)butanoic acid